3-(pentyldisulfaneyl)propanoic acid C(CCCC)SSCCC(=O)O